ClC1=C2C=CNC2=CC(=C1)NC1=CC(=CC(=N1)C#N)NC=1C=NC=C(C1)F 6-[(4-chloro-1H-indol-6-yl)amino]-4-[(5-fluoropyridin-3-yl)amino]pyridine-2-carbonitrile